ClC=1N(N=C2C(N(N=CC21)[C@@H]2[C@H](C2)F)=O)CC2=C(C=CC=C2)F 3-chloro-2-(2-fluorobenzyl)-6-((1S,2S)-2-fluorocyclopropyl)-2,6-dihydro-7H-pyrazolo[3,4-d]pyridazin-7-one